(1s,3s)-3-{3-[2-(methoxymethoxy)-5-fluoro-3-methylphenyl]-5-methyl-7H-pyrrolo[2,3-c]pyridazin-7-yl}-1-methylcyclobutanol COCOC1=C(C=C(C=C1C)F)C1=CC2=C(N=N1)N(C=C2C)C2CC(C2)(O)C